bis(2,4-difluorophenyl)titanium FC1=C(C=CC(=C1)F)[Ti]C1=C(C=C(C=C1)F)F